5-bromo-3-chloro-4-(2-chloro-4-fluorophenyl)-1-methoxy-2(1H)-pyridone BrC=1C(=C(C(N(C1)OC)=O)Cl)C1=C(C=C(C=C1)F)Cl